C(C)OC(=O)C1=C(N(C(=C(C1=O)Br)CN1N=C(C=C1)NC(C)=O)CC)C1=CC(=C(C=C1)Cl)Cl 6-[(3-acetamidopyrazol-1-yl)methyl]-5-bromo-2-(3,4-dichlorophenyl)-1-ethyl-4-oxo-pyridine-3-carboxylic acid ethyl ester